BrC1=C(C2=CC=CC(=C2C(=C1)Br)Cl)N 2,4-Dibromo-5-chloronaphthalen-1-amine